CC1=CC2=C(N=C(N=C2NCCC=2SC=CC2)N2CCN(CC2)C)C=N1 6-methyl-2-(4-methylpiperazin-1-yl)-N-(2-(thiophen-2-yl)ethyl)pyrido[3,4-d]pyrimidin-4-amine